(R)-6-fluoro-5-(2-(5-fluoro-2-methoxypyridin-3-yl)pyrrolidin-1-yl)pyrazolo[1,5-a]pyrimidine-3-carbonitrile FC=1C(=NC=2N(C1)N=CC2C#N)N2[C@H](CCC2)C=2C(=NC=C(C2)F)OC